C1(=CC=CC=C1)NC1=NC(=NC=N1)N N'-phenyl-1,3,5-triazine-2,4-diamine